1-(3-(4-((3,4-dichloro-2-fluorophenyl)amino)-7-fluoropyrido[3,2-d]pyrimidin-6-yl)piperidin-1-yl)prop-2-en-1-one ClC=1C(=C(C=CC1Cl)NC=1C2=C(N=CN1)C=C(C(=N2)C2CN(CCC2)C(C=C)=O)F)F